C(C1=CC=CC=C1)N1N=C2C(N(CCC2=C1Cl)[C@@H]1C(N(C2=C(OC1)C=CC(=C2)C#CC2=NC(=CC=C2)C)C)=O)=O (S)-3-(2-benzyl-3-chloro-7-oxo-2,4,5,7-tetrahydro-6H-pyrazolo[3,4-c]pyridin-6-yl)-5-methyl-7-((6-methylpyridin-2-yl)ethynyl)-2,3-dihydrobenzo[b][1,4]oxazepin-4(5H)-one